3-(Heptadecyloxy)-5-(undecyloxy)benzyl 4-(4-(2-hydroxyethyl)piperazin-1-yl)butanoate OCCN1CCN(CC1)CCCC(=O)OCC1=CC(=CC(=C1)OCCCCCCCCCCC)OCCCCCCCCCCCCCCCCC